C1(CC1)NC(C=O)(C)C (cyclopropylamino)-2-methylpropionaldehyde